PROPYLTRIS(trimethylsiloxy)silane C(CC)[Si](O[Si](C)(C)C)(O[Si](C)(C)C)O[Si](C)(C)C